ClC1=C(C=CC=C1F)C(C)NC=1N=CC(=NC1)C(=O)N[C@H](C)\C=C\S(=O)(=O)C 5-((1-(2-chloro-3-fluorophenyl)ethyl)amino)-N-((R,E)-4-(methylsulfonyl)but-3-en-2-yl)pyrazine-2-carboxamide